2-((5-bromo-7-fluoro-2-isopropyl-2H-indazol-3-yl)(methyl)amino)-4-(4-fluorophenyl)thiazole-5-carbonitrile BrC1=CC2=C(N(N=C2C(=C1)F)C(C)C)N(C=1SC(=C(N1)C1=CC=C(C=C1)F)C#N)C